ethyl 4-[4-cyano-8-(3-fluoropyridin-4-yl)-3-hydroxyquinolin-2-yl]-4-oxobutanoate C(#N)C1=C(C(=NC2=C(C=CC=C12)C1=C(C=NC=C1)F)C(CCC(=O)OCC)=O)O